pyrrolidin-3-yl isopropylcarbamate C(C)(C)NC(OC1CNCC1)=O